5-(6-(4-methylpiperazin-1-yl)pyridin-3-yl)-1H-pyrrolo[2,3-b]pyridine CN1CCN(CC1)C1=CC=C(C=N1)C=1C=C2C(=NC1)NC=C2